OC1=CC2=C(N=C(S2)C=2SCC(N2)C(=O)O)C=C1 2-(6-hydroxybenzothiazol-2-yl)-2-thiazoline-4-carboxylic acid